1-(2-amino-3-chloro-5-methylphenyl)ethanone NC1=C(C=C(C=C1Cl)C)C(C)=O